3,7-dimethyloct-7-enyl formate C(=O)OCCC(CCCC(=C)C)C